ClC1=C(C=CC=C1B1OC(C(O1)(C)C)(C)C)C1=C(C(=CC=C1)NC=1C2=C(N=C(N1)C)C=CC=N2)C N-(2'-chloro-2-methyl-3'-(4,4,5,5-tetramethyl-1,3,2-dioxaborolan-2-yl)-[1,1'-biphenyl]-3-yl)-2-methylpyrido[3,2-d]pyrimidin-4-amine